5-Propyl-2-[1-(2-thienylmethyl)pyrazol-4-yl]-3H-imidazo[2,1-b]purin-4-on C(CC)N1C=2N(C=3N=C(NC3C1=O)C=1C=NN(C1)CC=1SC=CC1)C=CN2